tert-butyl N-[(trans)-4-(3,3-difluoro-2-oxopyrrolidin-1-yl)cyclohexyl]carbamate FC1(C(N(CC1)[C@@H]1CC[C@H](CC1)NC(OC(C)(C)C)=O)=O)F